COC=1C=C(CCN)C=C(C1OCC(C)=C)OC 3,5-dimethoxy-4-methallyloxy-phenethylamine